1,2-dibromo-2,2-dichloroethyl dimethyl phosphate P(=O)(OC(C(Cl)(Cl)Br)Br)(OC)OC